2-Amino-5-methyl-4,5-dihydropyrazolo[1,5-a]pyrazin-6(7H)-one NC1=NN2C(CN(C(C2)=O)C)=C1